(4-(5-bromofuran-2-yl)phenyl)diisoamylphosphine BrC1=CC=C(O1)C1=CC=C(C=C1)P(CCC(C)C)CCC(C)C